5-(p-Fluorophenyl)-6-(1-{[p-(trifluoromethyl)phenyl]methyl}-1H-pyrazol-4-yl)-4-pyrimidinylamine FC1=CC=C(C=C1)C=1C(=NC=NC1C=1C=NN(C1)CC1=CC=C(C=C1)C(F)(F)F)N